2-(1-furanylpiperidin-4-yl)acetaldehyde O1C(=CC=C1)N1CCC(CC1)CC=O